FC1=CC=C(C=C1)\C=C\C(=O)C1=C(C=C(C=C1OCOCCOC)OCOCCOC)O 4-Fluoro-2'-hydroxy-4',6'-bis[(2-methoxyethoxy)methoxy]chalcone